[Br-].C[N+](CCCCCCCCCCCCC)(CCCCCCCCCCCCC)C dimethylditridecylammonium bromide